2-hexadecanal CC(CCCCCCCCCCCCCC)=O